FC1=C(C=O)C(=CC(=N1)F)I 2,6-difluoro-4-iodonicotinaldehyde